(S)-7-methoxy-1-((5-oxopyrrolidin-2-yl)methoxy)isoquinoline-6-carboxylic acid COC1=C(C=C2C=CN=C(C2=C1)OC[C@H]1NC(CC1)=O)C(=O)O